methylolguanidine C(O)NC(=N)N